(3-bromophenyl)thiophene-2-carbaldehyde oxime BrC=1C=C(C=CC1)C1=C(SC=C1)C=NO